(3-CHLORO-5-CYANOPHENYL)BORONIC ACID ClC=1C=C(C=C(C1)C#N)B(O)O